3-(tert-butyl)-5-(3,5-di-tert-butyl-2-hydroxybenzyl)-4-hydroxybenzene C(C)(C)(C)C=1C=CC=C(C1O)CC1=C(C(=CC(=C1)C(C)(C)C)C(C)(C)C)O